FC1=C(C=C2C=C(N=CC2=C1)NC(=O)[C@H]1[C@@H](C1)C1=NC=CC=C1)N1CCN(CC1)[C@@]1(COC[C@@H]1O)C (1R,2R)-N-[7-fluoro-6-[4-[(3R,4R)-4-hydroxy-3-methyl-tetrahydrofuran-3-yl]piperazin-1-yl]-3-isoquinolyl]-2-(2-pyridyl)cyclopropanecarboxamide